FC=1C=C2C(=CC(=NC2=CC1)C(F)(F)F)N[C@@H]1C[C@@H](CCC1)NC(C1=CC=CC=C1)=O N-[(1R,3S)-3-{[6-fluoro-2-(trifluoromethyl)quinolin-4-yl]amino}cyclohexyl]benzamide